C(C)(C)C1=CC(C2=CC=3CCCC3C=C12)[Zr] (3-isopropyl-1,5,6,7-tetrahydro-s-indacenyl)zirconium